[N+](=O)([O-])C1=CC=C(C=C1)NC(C(=C(NC1=CC=CC=C1)NC1=CC=CC=C1)[N+](=O)[O-])=S N-(4-nitrophenyl)-2-nitro-3,3-dianilinothioacrylamide